tert-butylbenzyloxy (2-(benzylthio)-5-chlorobenzoyl)carbamate C(C1=CC=CC=C1)SC1=C(C(=O)NC(OOC(C2=CC=CC=C2)C(C)(C)C)=O)C=C(C=C1)Cl